4-amino-N-cyclopropyl-1-methyl-N-((5-(thiophen-3-ylethynyl)pyridin-2-yl)methyl)-1H-pyrazolo[4,3-c]quinoline-8-carboxamide NC1=NC=2C=CC(=CC2C2=C1C=NN2C)C(=O)N(CC2=NC=C(C=C2)C#CC2=CSC=C2)C2CC2